COC1=CC=C(CN2N=C(C3=C2C(NCC3)=O)C(=O)O)C=C1 1-(4-methoxybenzyl)-7-oxo-4,5,6,7-tetrahydro-1H-pyrazolo[3,4-c]Pyridine-3-carboxylic acid